(R)-1-(4-((1-(3-(1,1-difluoro-2-hydroxyethyl)-2-fluorophenyl)ethyl)amino)-7-methoxy-2-methylpyrido[2,3-d]pyrimidin-6-yl)cyclopropane-1-carbonitrile FC(CO)(F)C=1C(=C(C=CC1)[C@@H](C)NC=1C2=C(N=C(N1)C)N=C(C(=C2)C2(CC2)C#N)OC)F